N1=C(C=CC=C1)C(=O)NC1=CC=CC=C1 pyridineanilide